BrC=1C(=NN2C1COC(C2)(C)C)C2=NC=C(C=C2)F 3-bromo-2-(5-fluoro-2-pyridyl)-6,6-dimethyl-4,7-dihydropyrazolo[5,1-c][1,4]oxazine